2,4-dimethylhept-1-ene CC(=C)CC(CCC)C